(R)-1-(4-((1-(3-(1,1-difluoro-2-methoxyethyl)-2-fluorophenyl)ethyl)amino)-2-methyl-8,9-dihydro-7H-cyclopenta[H]quinazolin-6-yl)-4-(methoxymethyl)piperidin-4-ol FC(COC)(F)C=1C(=C(C=CC1)[C@@H](C)NC1=NC(=NC2=C3C(=C(C=C12)N1CCC(CC1)(O)COC)CCC3)C)F